1-undecanoyloxy-pyrene-3,6,8-trisulfonic acid C(CCCCCCCCCC)(=O)OC1=CC(=C2C=CC=3C(=CC(=C4C=CC1=C2C34)S(=O)(=O)O)S(=O)(=O)O)S(=O)(=O)O